Hydroxy-2-(2-{[(R)-2-hydroxy-2-(3-hydroxyphenyl)ethyl](methyl)amino}-2-oxoethyl)succinic acid OC(C(=O)O)(CC(=O)O)CC(=O)N(C)C[C@@H](C1=CC(=CC=C1)O)O